N(NC(=S)N)=CC(CC)=NNC(=S)N 2-oxo-n-butyraldehyde bis-thiosemicarbazone